OC(C)C1=CC=C(C=N1)N1C(N(C(CC1)=O)CC1=CC=C(C=C1)OC)=O 1-(6-(1-hydroxyethyl)pyridin-3-yl)-3-(4-methoxybenzyl)dihydropyrimidine-2,4(1H,3H)-dione